C(#N)C=1C=C(C=CC1F)NC(=O)[C@@H]1O[C@]([C@H]([C@H]1C1=C(C(=C(C=C1)F)F)OC)C)(C(F)(F)F)C (2R,3S,4S,5R)-N-(3-Cyano-4-fluorophenyl)-3-(3,4-difluoro-2-methoxyphenyl)-4,5-dimethyl-5-(trifluoromethyl)tetrahydrofuran-2-carboxamide